Pyridazine-3,4-diamine N1=NC(=C(C=C1)N)N